5-(1H-imidazol-1-yl)-2-(6-(piperidin-4-yloxy)-1,2,4-triazin-3-yl)phenol N1(C=NC=C1)C=1C=CC(=C(C1)O)C=1N=NC(=CN1)OC1CCNCC1